tert-butyl 5-(((S)-tert-butylsulfinyl)amino)-5-methyl-5,7-dihydrospiro[cyclopenta[b]pyridine-6,4'-piperidine]-1'-carboxylate C(C)(C)(C)[S@](=O)NC1(C=2C(=NC=CC2)CC12CCN(CC2)C(=O)OC(C)(C)C)C